3-((7-fluoroquinolin-4-yl)amino)-N-(3-(pyridin-4-ylamino)phenyl)benzamide FC1=CC=C2C(=CC=NC2=C1)NC=1C=C(C(=O)NC2=CC(=CC=C2)NC2=CC=NC=C2)C=CC1